C(C)(C)OC1=CC(=NC=C1)C=1N=C(SC1)NC1=NC=C(C=C1C(F)(F)F)NC N2-(4-(4-isopropoxypyridin-2-yl)thiazol-2-yl)-N5-methyl-3-(trifluoromethyl)pyridine-2,5-diamine